(2S,3R)-3-({2-[(tert-Butoxycarbonyl)amino]-1,3-thiazol-5-yl}methyl)-1-[(diphenylmethyl)carbamoyl]-4-oxoazetidine-2-carboxylic acid C(C)(C)(C)OC(=O)NC=1SC(=CN1)C[C@@H]1[C@H](N(C1=O)C(NC(C1=CC=CC=C1)C1=CC=CC=C1)=O)C(=O)O